(R)-N-((1H-pyrrolo[3,2-c]pyridine-2-yl)methyl)-2-(5-((1-(dibenzo[b,d]furan-2-yl)ethyl)amino)-3-methyl-2,6-dioxo-3,6-dihydropyrimidin-1(2H)-yl)acetamide N1C(=CC=2C=NC=CC21)CNC(CN2C(N(C=C(C2=O)N[C@H](C)C2=CC1=C(OC3=C1C=CC=C3)C=C2)C)=O)=O